C1(=CC=CC=C1)N1C(CCC1)=O N-phenyl-pyrrolidone